COC1=C(CNC2=NC=3CCN(CC3C=C2)C(=O)OC(C)(C)C)C=CC(=C1)OC tert-butyl 2-((2,4-dimethoxybenzyl)amino)-7,8-dihydro-1,6-naphthyridine-6(5H)-carboxylate